bis[2-(ethyldimethoxysilyl)1-isopropyl-1,3-butanedione] platinum (II) [Pt+2].C(C)[Si](C(C(=O)C(C)C)C(C)=O)(OC)OC.C(C)[Si](C(C(=O)C(C)C)C(C)=O)(OC)OC